(S)-7-(1-acryloyl-piperidin-4-yl)-2-(4-phenoxyphenyl)-4,5,6,7-tetrahydropyrazolo[1,5-a]pyrimidine-3-carboxamide C(C=C)(=O)N1CCC(CC1)[C@@H]1CCNC=2N1N=C(C2C(=O)N)C2=CC=C(C=C2)OC2=CC=CC=C2